4-(Benzyloxy)-2,6-dimethylbenzoic acid C(C1=CC=CC=C1)OC1=CC(=C(C(=O)O)C(=C1)C)C